[Si](C)(C)(C(C)(C)C)OC=1C=C(C=CC1)C=1N=C(C(=NC1)N)CC1=CC=C(C=C1)F (3-((tert-Butyldimethylsilyl)oxy)phenyl)-3-(4-fluorobenzyl)pyrazin-2-amine